[Si](C)(C)(C(C)(C)C)OC(=O)C1C2C=CC(C1C(=O)O[Si](C)(C)C(C)(C)C)C2 2,3-bis(tert-butyldimethylsilyloxycarbonyl)-5-norbornene